[2H]C1=C(C=CC(=C1)[2H])[As](O)(O)=O 2,4-dideutero-phenylarsonic acid